5-Nitro-1-[4-(trifluoromethyl)cyclohexyl]indole [N+](=O)([O-])C=1C=C2C=CN(C2=CC1)C1CCC(CC1)C(F)(F)F